(2R)-N-tert-butyl-2-({2-[4-(difluoromethoxy)pyridin-2-yl]-5H,6H,7H-cyclopenta[d]pyrimidin-4-yl}(methyl)amino)-4-(methylsulfanyl)butanamide C(C)(C)(C)NC([C@@H](CCSC)N(C)C=1C2=C(N=C(N1)C1=NC=CC(=C1)OC(F)F)CCC2)=O